FC(C1=C(C(=C(C(=O)NC=2OC=NN2)C=C1)CC)S(=O)(=N)CC)F 4-(Difluoromethyl)-2-ethyl-3-(S-ethylsulfonimidoyl)-N-(1,3,4-oxadiazol-2-yl)benzamide